tris(hexafluoro-isopropyl)orthoformate FC(C(C(F)(F)F)OC(OC(C(F)(F)F)C(F)(F)F)OC(C(F)(F)F)C(F)(F)F)(F)F